P(=O)(OC[C@@H]1O[C@H](CC1)N1C(NC(C(=C1)C)=O)=O)(OCCCC)O.[Ca] calcium ((2R,3S,5R)-5-(5-methyl-2,4-dioxopyrimidin-1(2H)-yl)-tetrahydrofuran-2-yl)-methyl butyl hydrogen phosphate